FC1(CC(CC1)CN1C=CC2=CC(=CC=C12)N)F 1-((3,3-difluorocyclopentyl)methyl)-1H-indol-5-amine